C(C)(C)C1=C(C=CC=C1)C1=NC=C2NC(N(C2=N1)CC1=CC=C(C=C1)N1N=C(C=C1C)C(F)(F)F)=O 2-(2-isopropylphenyl)-9-(4-(5-methyl-3-(trifluoromethyl)-1H-pyrazol-1-yl)benzyl)-7,9-dihydro-8H-purin-8-one